CC(C)CCC(C#CC(CCC(C)C)(O)C)(O)C 2,5,8,11-Tetramethyldodec-6-yne-5,8-diol